CC(CC)=C(CCC[SiH](OCC)OCC)N (1-methylpropylidene)-3-(diethoxysilyl)methyl-1-propaneamine